C(C1=C(C(=CC(=C1)C(CC(C)(C)C)(C)C)N1N=C2C(=N1)C=CC=C2)O)C2=C(C(=CC(=C2)C(CC(C)(C)C)(C)C)N2N=C1C(=N2)C=CC=C1)O 2,2'-methylenebis[4-(1,1,3,3-tetramethylbutyl)-6-(2H-benzotriazol-2-yl)-phenol]